ClC1=CC2=C(NC(=N2)C)C(=C1C1=CC2=C(N=C(N=C2)NC2=CC=C(C=C2)N2CCOCC2)N2C1=NN=C2)Cl 6-(5,7-dichloro-2-methyl-1H-benzo[d]imidazol-6-yl)-N-(4-morpholinophenyl)-[1,2,4]triazolo[4',3':1,6]pyrido[2,3-d]pyrimidin-2-amine